[1-(4-{bis[(t-butoxy) carbonyl] amino}-7-{[4-(cyanomethyl) phenyl] methyl}-2-[(2R)-pentan-2-yl] imidazo[4,5-c]quinolin-1-yl)-2-methylpropan-2-yl] tert-butyl carbonate C(OC(CN1C(=NC=2C(=NC=3C=C(C=CC3C21)CC2=CC=C(C=C2)CC#N)N(C(=O)OC(C)(C)C)C(=O)OC(C)(C)C)[C@H](C)CCC)(C)C)(OC(C)(C)C)=O